FC1=C(C=CC(=C1OC)F)CCCCC(=O)O 5-(2,4-difluoro-3-methoxyphenyl)pentanoic acid